3-decenoic acid C(CC=CCCCCCC)(=O)O